9,10-dihydro-9-oxo-10-phenanthryl phosphate P(=O)(OC1C(C2=CC=CC=C2C=2C=CC=CC12)=O)([O-])[O-]